N-[(2S)-1-(4-{[5-(3-methyl-1,2-oxazol-5-yl)thiophen-2-yl]sulfonyl}piperazin-1-yl)propan-2-yl]-7-[1-methyl-3-(trifluoromethyl)-1H-pyrazol-4-yl]thieno[3,2-d]pyrimidin-4-amine CC1=NOC(=C1)C1=CC=C(S1)S(=O)(=O)N1CCN(CC1)C[C@H](C)NC=1C2=C(N=CN1)C(=CS2)C=2C(=NN(C2)C)C(F)(F)F